10-methoxy-9-propoxy-1,3,4,6,7,11b-hexahydro-2H-pyrido[2,1-a]isoquinolin-2-ol COC1=C(C=C2CCN3C(C2=C1)CC(CC3)O)OCCC